3-(3-(4-((((1H-pyrazol-5-yl)methyl)amino)methyl)benzyl)isoxazol-5-yl)pyridin-2-amine N1N=CC=C1CNCC1=CC=C(CC2=NOC(=C2)C=2C(=NC=CC2)N)C=C1